Succinimidyl Hexanoate C(CCCCC)(=O)ON1C(CCC1=O)=O